[N+](=O)([O-])C=1C=C2CCC(C2=CC1OC1=CC=C(C=C1)C1=NC=CC=C1)OP(=O)(NCCBr)NCCBr Bis((2-bromoethyl)amino)phosphinic acid 5-nitro-6-(4-(pyridin-2-yl) phenoxy)-2,3-dihydro-1H-inden-1-yl ester